N-{[3-(4-{[(3S,4R)-3-fluoro-1-methylpiperidin-4-yl]amino}-1-(2,2,2-trifluoroethyl)-1H-indol-2-yl)-1,2,4-oxadiazol-5-yl]methyl}-2-(morpholin-4-yl)-1,3-thiazole-5-carboxamide F[C@H]1CN(CC[C@H]1NC1=C2C=C(N(C2=CC=C1)CC(F)(F)F)C1=NOC(=N1)CNC(=O)C1=CN=C(S1)N1CCOCC1)C